CN(C1=CC=C2C=C(C(NC2=C1)=O)C(=O)OC)C methyl 7-dimethylamino-2-oxo-1,2-dihydroquinoline-3-carboxylate